[2-chloro-5-fluoro-3-[2-(1H-triazol-4-yl)ethyl]phenyl]-[(7R)-3-(3,5-difluorophenyl)-2,7-dimethyl-5,7-dihydro-4H-pyrazolo[3,4-c]pyridin-6-yl]methanone ClC1=C(C=C(C=C1CCC=1N=NNC1)F)C(=O)N1[C@@H](C=2C(CC1)=C(N(N2)C)C2=CC(=CC(=C2)F)F)C